ClC1=C(C=NC(=C1)Cl)COC1=CC=CC(=N1)C1=CC(=C(C=C1F)CC=1N(C2=C(N1)C=CC(=C2)C(=O)OC)[C@@H]2COCC2(C)C)F Methyl 2-[[4-[6-[(4,6-dichloro-3-pyridyl)methoxy]-2-pyridyl]-2,5-difluoro-phenyl]methyl]-3-[(3S)-4,4-dimethyltetrahydrofuran-3-yl]benzimidazole-5-carboxylate